ethyl (R)-5-fluoro-1-(1-phenylethyl)-1H-pyrrole-2-carboxylate FC1=CC=C(N1[C@H](C)C1=CC=CC=C1)C(=O)OCC